N[C@@](C(=O)OC(C)(C)C)(C)C1=C(C=C(C(=O)OC)C=C1)[N+](=O)[O-] Methyl (S)-4-(2-amino-1-(tert-butoxy)-1-oxopropan-2-yl)-3-nitrobenzoate